Cl.C(C)NC(=O)NCCCN(C)C 3-(ethylcarbamoylamino)-N,N-dimethylpropane-1-amine hydrochloride